C(#N)C=1C=C(C=CC1N1N=CC=N1)NC(=O)C=1C=NN(C1C(F)(F)F)C1=CN=CC2=CC=CC=C12 N-(3-Cyano-4-(2H-1,2,3-triazol-2-yl)phenyl)-1-(isochinolin-4-yl)-5-(trifluoromethyl)-1H-pyrazol-4-carboxamid